C(C)C=1C(=NN2C1C(CCC2)(F)F)NC(C2=CC(=C(C=C2)C)C#CC=2C=NC=CC2)=O N-(3-ethyl-4,4-difluoro-6,7-dihydro-5H-pyrazolo[1,5-a]pyridin-2-yl)-4-methyl-3-[2-(3-pyridinyl)ethynyl]benzamide